4-((7-((3-((2,6-dimethylphenyl)amino)-1-methyl-1H-pyrazolo[3,4-d]pyrimidin-6-yl)amino)-3,4-dihydroisoquinolin-2(1H)-yl)methyl)piperidin-4-ol CC1=C(C(=CC=C1)C)NC1=NN(C2=NC(=NC=C21)NC2=CC=C1CCN(CC1=C2)CC2(CCNCC2)O)C